(R)-1-tert-butyl 2-methyl 4-oxopyrrolidine-1,2-dicarboxylate O=C1C[C@@H](N(C1)C(=O)OC(C)(C)C)C(=O)OC